4-Fluoro-N-methyl-6-(2-methylimidazo[1,2-b]pyridazin-6-yl)-N-[(2S)-2-methylpiperidin-4-yl]-1,3-benzothiazol-2-amin FC1=CC(=CC2=C1N=C(S2)N(C2C[C@@H](NCC2)C)C)C=2C=CC=1N(N2)C=C(N1)C